C(C)OC(C[C@@H](C1=CC(=C(C=C1)OC)F)N)=O (S)-3-amino-3-(3-fluoro-4-methoxyphenyl)propionic acid ethyl ester